4-(5-chloro-2-fluorophenyl)-2-methoxy-5H-indeno[1,2-b]pyridine-3-carbonitrile ClC=1C=CC(=C(C1)C1=C2C(=NC(=C1C#N)OC)C1=CC=CC=C1C2)F